CN1N=C(C(=C1C(=O)NC1=CC(=NC=C1)C(F)(F)F)C(F)(F)F)C1=CC=CC=C1 1-methyl-3-phenyl-4-(trifluoromethyl)-N-(2-(trifluoromethyl)pyridin-4-yl)-1H-pyrazole-5-carboxamide